C[C@@]12CCC/C(/[C@@H]2CC[C@@H]1[C@H](C)CCN1CCOCC1)=C\C=C1C[C@H](C([C@@H](C1)O)=C)O (1R,3R)-5-(2-((1R,3aS,7aR,E)-7a-methyl-1-((R)-4-morpholinobutan-2-yl)octahydro-4H-inden-4-ylidene)ethylidene)-2-methylenecyclohexane-1,3-diol